C(CCCC)C(COC)COC 2-n-pentyl-1,3-dimethoxypropane